(5S)-5-(3,5-difluorophenyl)-2-{trans-3-[(5-fluoropyrimidin-4-yl)oxy]cyclobutyl}-2,5,6,7-tetrahydro-3H-pyrrolo[2,1-c][1,2,4]triazol-3-one FC=1C=C(C=C(C1)F)[C@@H]1CCC2=NN(C(N21)=O)[C@@H]2C[C@H](C2)OC2=NC=NC=C2F